CN(C)CC1=NC2=C(C=CC=C2C=C1)NS(=O)(=O)C1=CC=C(C=C1)O N-(2-((Dimethylamino)methyl)quinolin-8-yl)-4-hydroxybenzenesulfonamide